C1(CC1)C1=CC(=NC=C1)NC=1C=C(C#N)C=CN1 2-((4-cyclopropylpyridin-2-yl)amino)isonicotinonitrile